FC(CCNC(O[C@H]1C[C@H](CC1)C1=CC(=NN1)NC(CC=1C=NN(C1)C)=O)=O)(F)F (1R,3S)-3-(3-{[(1-methyl-1H-pyrazol-4-yl)acetyl]-amino}-1H-pyrazol-5-yl)-cyclopentyl (3,3,3-tri-fluoropropyl)carbamate